C1(=CC=CC=C1)CC(=O)OCCC(C)C ISOAMYL PHENYLACETATE